The molecule is a dicarboxylic acid dianion obtained by deprotonation of the carboxy groups of 2-oxohept-4-ene-1,7-dioic acid; major species at pH 7.3. It is a conjugate base of a 2-oxohept-4-ene-1,7-dioic acid. It is a tautomer of a 2-hydroxyhepta-2,4-dienedioate. C(/C=C/CC(=O)[O-])C(=O)C(=O)[O-]